C(C)C1=C(C=CC(=C1)N1C[C@@H](NCC1)C)NC1=NC=C(C(=N1)C1=CC=2S(CCOCC2S1)(=O)=O)C(F)(F)F (S)-7-(2-((2-ethyl-4-(3-methylpiperazin-1-yl)phenyl)amino)-5-(trifluoromethyl)pyrimidin-4-yl)-2,3-dihydro-5H-thieno[3,2-e][1,4]oxathiepine 1,1-dioxide